O1CC(=C(C=C1)O)O Pyran-3,4-diol